BrC=1C=CC(=C(C1)S(=O)(=O)NC=1C(=C(C(=O)OC2=CC=CC=C2)C=C(C1)C1(CCC1)C#N)O)OC Phenyl 3-((5-bromo-2-methoxyphenyl)sulfonamido)-5-(1-cyanocyclobutyl)-2-hydroxybenzoate